ClC=1C(=CC(=NC1)OC)C1=CC(=NN1)C(=O)N1CCC(CC1)C(=O)NC1CCC(CC1)(C)OC rel-1-[5-(5-chloro-2-methoxypyridin-4-yl)-1H-pyrazole-3-carbonyl]-N-[(4r)-4-methoxy-4-methylcyclohexyl]piperidine-4-carboxamide